5-bromo-2-[6-(1,1-difluoroethyl)-3-methyl-3H-imidazo[4,5-b]pyridin-2-yl]-3-(ethylsulfanyl)pyridine BrC=1C=C(C(=NC1)C1=NC=2C(=NC=C(C2)C(C)(F)F)N1C)SCC